C(C)(CC)NCCCCCCN N-(sec-butyl)hexane-1,6-diamine